CN(C)CCOC(C(=C)C)=O dimethylaminoethyl-methacrylat